C(C)(=O)OC(C=C)CCCC=C 3-acetoxy-1,7-octadien